ClC(C(=O)O)(Cl)Cl.N[C@@H](CCC(=O)NCC)C(=O)O L-theanine trichloroacetate